2-methyl-6-chloro-9-acryloyloxy-10-methoxycarbonyloxy-1,2,3,4-tetrahydroanthracene CC1CC2=C(C3=CC=C(C=C3C(=C2CC1)OC(=O)OC)Cl)OC(C=C)=O